((dimethylamino)methyl)furan CN(C)CC=1OC=CC1